NCC(=O)N[C@@H](CCCCNC(=O)OCC1=CC=CC=C1)C(=O)OC(C)(C)C tert-Butyl glycyl-N6-[(benzyloxy)carbonyl]-L-lysinate